1-[1-(2-fluoroacryloyl)azetidin-3-yl]-3-[4-(trifluoromethyl)phenyl]-2,3-dihydro-1H-imidazo[4,5-b]pyridin-2-one FC(C(=O)N1CC(C1)N1C(N(C2=NC=CC=C21)C2=CC=C(C=C2)C(F)(F)F)=O)=C